FC=1C(=CC2=C(N(C(=N2)C2=CC=C(C=C2)S(=O)(=O)C)C)C1)C1CCN(CC1)C1CCN(CC1)C1CCOCC1 6-fluoro-1-methyl-2-(4-(methylsulfonyl)phenyl)-5-(1'-(tetrahydro-2H-pyran-4-yl)-[1,4'-bipiperidin]-4-yl)-1H-benzo[d]imidazole